3-(5-(3-((3-(5-((1r,3r)-3-((5-(5H-pyrido[4,3-b]indol-7-yl)pyridin-2-yl)oxy)cyclobutoxy)pyridin-2-yl)prop-2-yn-1-yl)oxy)azetidin-1-yl)-1-oxoisoindolin-2-yl)piperidine-2,6-dione C1=NC=CC=2NC=3C=C(C=CC3C21)C=2C=CC(=NC2)OC2CC(C2)OC=2C=CC(=NC2)C#CCOC2CN(C2)C=2C=C1CN(C(C1=CC2)=O)C2C(NC(CC2)=O)=O